C(C1=CC=CC=C1)ON1[C@@H]2CC[C@H](N(C1=O)C2)C(=O)NOCCN(C(OC(C)(C)C)=O)CC tert-butyl {2-[({[(2S,5R)-6-benzyloxy-7-oxo-1,6-diazabicyclo[3.2.1]oct-2-yl]carbonyl}amino)oxy]ethyl}ethylcarbamate